tert-butyl (2S)-4-(2-chloro-2-oxo-ethyl)-4-(3-chlorophenyl)-2-methyl-piperidine-1-carboxylate ClC(CC1(C[C@@H](N(CC1)C(=O)OC(C)(C)C)C)C1=CC(=CC=C1)Cl)=O